1-((S)-1-(2-cyclopropylpyrimidin-5-yl)ethyl)-4-oxo-6-((1R,2R)-2-(pyrimidin-2-yl)cyclobutyl)-4,5-dihydro-1H-pyrazolo[3,4-d]pyrimidine-3-carbonitrile C1(CC1)C1=NC=C(C=N1)[C@H](C)N1N=C(C2=C1N=C(NC2=O)[C@H]2[C@@H](CC2)C2=NC=CC=N2)C#N